FC=1C=CC2=C(NC(=N2)CO)C1 (6-fluoro-1H-benzo[d]imidazol-2-yl)methanol